ClC1=CC(=C(C=C1F)N1CCC2(CN(C2)C2=CC(=C(N)C=C2F)OC)CC1)F 4-(7-(4-Chloro-2,5-difluorophenyl)-2,7-diazaspiro[3.5]nonan-2-yl)-5-fluoro-2-methoxyaniline